(S)-N-((7-((5,5-Difluoro-2-oxotetrahydropyrimidin-1(2H)-yl)methyl)imidazo[1,2-b]pyridazin-2-yl)(4,4-difluorocyclohexyl)methyl)-2-(3,3,3-trifluoropropyl)-2H-1,2,3-triazole-4-carboxamide FC1(CNC(N(C1)CC1=CC=2N(N=C1)C=C(N2)[C@@H](NC(=O)C2=NN(N=C2)CCC(F)(F)F)C2CCC(CC2)(F)F)=O)F